BrC=1C=C(C(=O)OC)C=C(C1NC)[N+](=O)[O-] methyl 3-bromo-4-(methylamino)-5-nitrobenzoate